5-(4-(hexyloxy)-1,2,5-thiadiazol-3-yl)-1-methyl-1-(1-((3-methylbutanoyl)oxy)hexadecyl)-1,2,3,6-tetrahydropyridin-1-ium iodide 1-Chlorohexadecyl-3-methylbutanoate ClC(CCCCCCCCCCCCCCC)OC(CC(C)C)=O.[I-].C(CCCCC)OC=1C(=NSN1)C1=CCC[N+](C1)(C(CCCCCCCCCCCCCCC)OC(CC(C)C)=O)C